5-(3,5-dimethyl-4-(4-methylpiperazin-1-yl)phenyl)-3-iodo-1-p-toluenesulfonyl-1H-pyrrolo[2,3-b]pyridine CC=1C=C(C=C(C1N1CCN(CC1)C)C)C=1C=C2C(=NC1)N(C=C2I)S(=O)(=O)C2=CC=C(C)C=C2